4-((trimethylsilyl)ethynyl)thiazole C[Si](C)(C)C#CC=1N=CSC1